C(C)(C)(C)[Si](C)(C)OCC=1C=NC(=C(C1)F)C=1N(C=C(N1)C(F)(F)F)CC tert-butyl-[[6-[1-ethyl-4-(trifluoromethyl)imidazol-2-yl]-5-fluoro-3-pyridyl]methoxy]-dimethyl-silane